FC1=C(C(=CC=C1)C)NC(=O)OC(C(=O)OCC)CN1N=CC=C1 Ethyl 2-{[(2-fluoro-6-methyl-phenyl)carbamoyl]oxy}-3-(1H-pyrazol-1-yl)propanoate